4-chloro-2-methoxy-N-((1S,2S)-2-(3-methyl-2,3-dihydrobenzofuran-4-yl)-1-(5-oxo-4,5-dihydro-1,3,4-oxadiazol-2-yl)propyl)benzenesulfonamide ClC1=CC(=C(C=C1)S(=O)(=O)N[C@@H]([C@@H](C)C1=CC=CC2=C1C(CO2)C)C=2OC(NN2)=O)OC